2-[(2R,4S)-2-(1-cyclopropylpyrazol-4-yl)tetrahydropyran-4-yl]-6-(difluoromethyl)-4-(2,4-difluorophenyl)-7-methyl-pteridine C1(CC1)N1N=CC(=C1)[C@@H]1OCC[C@@H](C1)C1=NC2=NC(=C(N=C2C(=N1)C1=C(C=C(C=C1)F)F)C(F)F)C